NC1=C(C=C(C=N1)NC(C(N1[C@H](CC[C@@H](C1)C)C1=CC2=CN(N=C2C=C1)C1CN(C1)C)=O)=O)CC |r| N-(6-Amino-5-ethyl-3-pyridyl)-2-oxo-2-[rac-(2R,5S)-5-methyl-2-[2-(1-methylazetidin-3-yl)indazol-5-yl]-1-piperidyl]acetamide